The molecule is a steroid acid resulting from stereoselective oxidation of one of the terminal methyl groups of 4beta-hydroxycholesterol to the corresponding carboxylic acid. It has a role as a human xenobiotic metabolite. It is a steroid acid, a monocarboxylic acid, a cholestanoid, a 3beta-sterol, a 4-hydroxy steroid, an oxysterol and a 3beta-hydroxy-Delta(5)-steroid. It is a conjugate acid of a (25R)-3beta,4beta-dihydroxycholest-5-en-26-oate(1-). C[C@H](CCC[C@@H](C)C(=O)O)[C@H]1CC[C@@H]2[C@@]1(CC[C@H]3[C@H]2CC=C4[C@@]3(CC[C@@H]([C@@H]4O)O)C)C